ClC1=C(C=2N=C(N=C(C2C=N1)N1CCOCC2(CCO2)C1)OCC1(CC1)CO)F (1-(((7-chloro-8-fluoro-4-(1,6-dioxa-9-azaspiro[3.6]decan-9-yl)pyrido[4,3-d]pyrimidin-2-yl)oxy)methyl)cyclopropyl)methanol